6-benzyl 2-ethyl 1-methyl-4,5-dihydro-1H-pyrrolo[2,3-c]pyridine-2,6(7H)-dicarboxylate CN1C(=CC2=C1CN(CC2)C(=O)OCC2=CC=CC=C2)C(=O)OCC